Gold-zinc [Zn].[Au]